(4-(3-(aminomethyl)phenyl)piperidin-1-yl)(4-hydroxy-3-(hydroxymethyl)phenyl)methanone NCC=1C=C(C=CC1)C1CCN(CC1)C(=O)C1=CC(=C(C=C1)O)CO